COC(=O)[C@H]1[C@@H]2CC([C@H]([C@H]1NC(=O)C=1C=C(C(=CC1OC)F)C1=CC(=C(C=C1)F)C(=O)N)C2)=C(F)F (1S,2S,3R,4R)-3-(3'-aminocarbonyl-4',6-difluoro-4-methoxy-[1,1'-biphenyl]-3-carboxamido)-5-(difluoromethylene)bicyclo[2.2.1]heptane-2-carboxylic acid methyl ester